ClC1=CC=C(C=C1)C1CNC1 3-(4-chlorophenyl)azetidine